ClC1=C(C=C(C=C1)[C@@H]1[C@H](C1)C=1C=2N(N=C(C1)C=1C(=NC(=NC1)OC)OC)C=CN2)F 8-((1S,2S)-2-(4-chloro-3-fluorophenyl)cyclopropyl)-6-(2,4-dimethoxypyrimidin-5-yl)imidazo[1,2-b]pyridazine